6-methoxy-3-((8-methoxy-2-(6-(methoxymethyl)pyridin-3-yl)-2,3-dihydrobenzo[b][1,4]dioxin-6-yl)methyl)-3H-imidazo[4,5-b]pyridine COC=1C=C2C(=NC1)N(C=N2)CC2=CC1=C(OC(CO1)C=1C=NC(=CC1)COC)C(=C2)OC